6-formyl-2-(methylthio)-4H-pyrrolo[2,3-d]Thiazole-5-carboxylic acid ethyl ester C(C)OC(=O)C1=C(C2=C(N=C(S2)SC)N1)C=O